CC(C(C)=O)=O Butanedione